CC1=NN=C(C2=CC(=CC=C12)C=1CCN(CC1)C(=O)OC(C)(C)C)N[C@H](C)C1=C(C(=CC=C1)C(F)(F)F)C tert-butyl (R)-4-(1-methyl-4-((1-(2-methyl-3-(trifluoromethyl)phenyl)ethyl)amino)phthalazin-6-yl)-3,6-dihydropyridine-1(2H)-carboxylate